bis(trifluoromethyl)-[1,1'-biphenyl]-4,4'-dicarboxylic acid FC(F)(F)C=1C(=C(C=CC1C(=O)O)C1=CC=C(C=C1)C(=O)O)C(F)(F)F